(3R,4R)-4-(fluoromethyl)-3-[(1R)-1-[4-[[4-(3-hydroxyazetidin-1-yl)-6-methyl-2-pyridinyl]oxymethyl]phenyl]ethyl]-3-methyl-pyrrolidin-2-one FC[C@@H]1[C@@](C(NC1)=O)(C)[C@H](C)C1=CC=C(C=C1)COC1=NC(=CC(=C1)N1CC(C1)O)C